O1C=2C(CCC1)=CSC2C(=O)[O-] dihydro-2H-thieno[3,4-b]pyran-7-carboxylate